ClC1=CC=C(C(=N1)C=1C=C(C(=C(C=O)C1)O)F)NC(C)C=1C=C(C=C2C(C(=C(OC12)C(C)C)C)=O)C 5-(6-chloro-3-((1-(2-isopropyl-3,6-dimethyl-4-oxo-4H-chromen-8-yl)ethyl)amino)pyridin-2-yl)-3-fluoro-2-hydroxybenzaldehyde